C(C(CCCCCCCCCCCCCCCCCC)O)O eicosane-1,2-diol